methyl 3-methoxy-propionate COCCC(=O)OC